(4-(hydroxycarbamoyl)benzyl)-N-(3-methoxyphenyl)morpholine-4-carboxamide ONC(=O)C1=CC=C(CC2N(CCOC2)C(=O)NC2=CC(=CC=C2)OC)C=C1